O1NCC2=CC(=CC=C12)N1CCC(CC1)C=O 1-oxaisoindolin-5-yl-piperidine-4-carbaldehyde